C(CCCCCCC)O.[Na] sodium n-octyl alcohol